6-[4-(2-hydroxypropan-2-yl)phenyl]-4-[2-(2,2,2-trifluoroethoxy)phenyl]-5,6-dihydro-7H-pyrrolo[3,4-d]pyrimidin-7-one OC(C)(C)C1=CC=C(C=C1)N1C(C=2N=CN=C(C2C1)C1=C(C=CC=C1)OCC(F)(F)F)=O